8-(3,5-dimethoxyphenyl)quinazolin COC=1C=C(C=C(C1)OC)C=1C=CC=C2C=NC=NC12